6-(8-(3-(7-fluoro-1-oxo-1,2-dihydroisoquinolin-3-yl)propionyl)3,8-diazabicyclo[3.2.1]octan-3-yl)nicotinonitrile FC1=CC=C2C=C(NC(C2=C1)=O)CCC(=O)N1C2CN(CC1CC2)C2=NC=C(C#N)C=C2